The molecule is a metalloporphyrin having nickel as the central metal atom; an intermediate in the biosynthesis of coenzyme F430 in methanogenic bacteria. It has a role as a bacterial metabolite. It is a metalloporphyrin and a nickel coordination entity. It derives from a sirohydrochlorin. It is a conjugate acid of a 15,17(3)-seco-F430-17(3)-acid(6-). C[C@@]12CC(=O)N[C@@]13C[C@H]4[C@H]([C@](C(=N4)C[C@@H]5[C@H]([C@@H](C(=N5)/C=C\\6/[C@H]([C@@H](/C(=C/C(=N3)[C@H]2CCC(=O)O)/[N-]6)CC(=O)O)CCC(=O)O)CCC(=O)O)CC(=O)O)(C)CC(=O)N)CCC(=O)O.[Ni]